2-(4-(2-(2,6-dimethylpyridin-4-yl)-3-isopropyl-1H-indol-5-yl)piperidin-1-yl)-N,N-diisopropylacetamide CC1=NC(=CC(=C1)C=1NC2=CC=C(C=C2C1C(C)C)C1CCN(CC1)CC(=O)N(C(C)C)C(C)C)C